(S)-7-((6-(4-(Dimethylamino)piperidin-1-yl)-5-methylpyridin-3-yl)methyl)-N2-(pentan-2-yl)-imidazo[2,1-f][1,2,4]triazin-2,4-diamin CN(C1CCN(CC1)C1=C(C=C(C=N1)CC1=CN=C2C(=NC(=NN21)N[C@@H](C)CCC)N)C)C